N1(CCC1)CCC=1C(=C(C=CC1)N1C=NC(=C1)C1=NC(=NC=C1C(F)(F)F)NC1CCN(CC1)S(=O)(=O)C)Cl 4-(1-(3-(2-(azetidin-1-yl)ethyl)-2-chlorophenyl)-1H-imidazol-4-yl)-N-(1-(methylsulfonyl)piperidin-4-yl)-5-(trifluoromethyl)pyrimidin-2-amine